NC=1C(=C(C(=O)NC2=C(C=C(C=C2C(F)(F)F)C(C(F)(F)F)(C(F)(F)F)F)Br)C=CC1)F 3-amino-N-(2-bromo-4-(heptafluoropropane-2-yl)-6-(trifluoromethyl)phenyl)-2-fluorobenzamide